CN1C(=N\C(\C1=O)=C/C1=CC2=C(N=CN2C)C=C1)SC (5Z)-3-methyl-5-[(3-methylbenzimidazol-5-yl)methylene]-2-methylsulfanyl-imidazol-4-one